2-(2-(3-Chloropyridin-2-yl)-1-ethoxyethyl)malonic acid diethyl ester C(C)OC(C(C(=O)OCC)C(CC1=NC=CC=C1Cl)OCC)=O